(E)-3-((2-(((tert-butoxycarbonyl)amino)methyl)-3-fluoroallyl)sulfonyl)benzoic acid C(C)(C)(C)OC(=O)NC/C(/CS(=O)(=O)C=1C=C(C(=O)O)C=CC1)=C\F